FC=1C=C(OC2=CC=C(C=C2)NC(OCC=2C(=C3C(N(CC3=CC2)C2C(NC(CC2)=O)=O)=O)OCC)=O)C=CC1 [2-(2,6-dioxopiperidin-3-yl)-4-ethoxy-3-oxo-2,3-dihydro-1H-isoindol-5-yl]methyl N-[4-(3-fluorophenoxy)phenyl]carbamate